FC=1C=C(OCC(=O)NC23CC(C2)(C3)NC=3C=2N(C=CN3)N=C(C2)C)C=CC1OC(F)(F)F 2-[3-fluoro-4-(trifluoromethoxy)phenoxy]-N-{3-[(2-methylpyrazolo[1,5-a]pyrazin-4-yl)amino]bicyclo[1.1.1]pent-1-yl}acetamide